ClC1=NN=C(C2=CC=CC=C12)C1=CC=CC=C1 1-chloro-4-phenylphthalazine